2-[4-(2,6-Dichlorobenzoyl)piperazinyl]Benzothiazole-6-carboxylic acid ethyl ester C(C)OC(=O)C1=CC2=C(N=C(S2)N2CCN(CC2)C(C2=C(C=CC=C2Cl)Cl)=O)C=C1